(methylthio)-4-(((trifluoromethyl)sulfonyl)oxy)-5,6,7,9-tetrahydro-8H-pyrimido[4,5-c]azepine-8-carboxylic acid benzyl ester C(C1=CC=CC=C1)OC(=O)N1CC2=C(CCC1)C(=NC(=N2)SC)OS(=O)(=O)C(F)(F)F